6-bromo-N-(3-fluoro-5-methoxybenzyl)imidazo[1,5-a]pyridine-1-carboxamide BrC=1C=CC=2N(C1)C=NC2C(=O)NCC2=CC(=CC(=C2)OC)F